O=C1N(C2=CC=CC=C2CC1)CCC(=O)NC1=NN=C(N1)C1=NC=CC=C1 3-(2-OXO-3,4-DIHYDROQUINOLIN-1(2H)-YL)-N-(5-(PYRIDIN-2-YL)-4H-1,2,4-TRIAZOL-3-YL)PROPANAMIDE